FC(C(=O)O)(F)F.CC1CNCC2=CC(=CC=C12)OC=1C=NC(=CC1)C(F)(F)F 4-methyl-7-((6-(trifluoromethyl)pyridin-3-yl)oxy)-1,2,3,4-tetrahydroisoquinoline trifluoroacetic acid salt